3-Hydroxy-6-methoxy-7-(naphthalen-2-ylmethoxy)-1-oxoisochromane-5-carbaldehyde OC1OC(C=2C=C(C(=C(C2C1)C=O)OC)OCC1=CC2=CC=CC=C2C=C1)=O